The molecule is an N-acyl-15-methylhexadecasphing-4-enine in which the acyl group has 20 carbons and 0 double bonds. It derives from a 15-methylhexadecasphing-4-enine. CCCCCCCCCCCCCCCCCCCC(=O)N[C@@H](CO)[C@@H](/C=C/CCCCCCCCCC(C)C)O